(3,5-dichloro-4-hydroxyphenyl)(1H-indazol-1-yl)methanone ClC=1C=C(C=C(C1O)Cl)C(=O)N1N=CC2=CC=CC=C12